3-{[8-(4-fluoro-1-methyl-1H-indol-6-yl)quinoxalin-6-yl]amino}-N-(1-methylpyrrolidin-3-yl)pyridine FC1=C2C=CN(C2=CC(=C1)C=1C=C(C=C2N=CC=NC12)NC=1CN(C=CC1)C1CN(CC1)C)C